3-fluoro-5-(1-methyl-1H-pyrazol-4-yl)phenol FC=1C=C(C=C(C1)C=1C=NN(C1)C)O